COC(C1=CN=C(C=C1)C(C)(C)F)=O 6-(2-Fluoropropan-2-yl)nicotinic acid methyl ester